(R)-3-((R)-2-(2,3-difluoro-5-(phosphonomethyl)phenyl)-2-(4-ethyl-2,3-dioxopiperazine-1-carboxamido)acetamido)-2-hydroxy-3,4-dihydro-2H-benzo[e][1,2]oxaborinine-8-carboxylic acid FC1=C(C=C(C=C1F)CP(=O)(O)O)[C@H](C(=O)N[C@@H]1B(OC2=C(C1)C=CC=C2C(=O)O)O)NC(=O)N2C(C(N(CC2)CC)=O)=O